CC1(C\C(\CCC1)=C\C(=O)O)C (E)-2-(3,3-Dimethylcyclohexylidene)-acetic acid